S1C=NC=C1OC1=CC=C(C=C1)C[C@H]1NC[C@@H]([C@H]1O)O (2R,3S,4S)-2-{[4-(1,3-thiazol-5-yloxy)phenyl]methyl}pyrrolidine-3,4-diol